1-(4-(benzyloxy)-2,3,5,6-tetrafluorophenyl)ethan-1-ol C(C1=CC=CC=C1)OC1=C(C(=C(C(=C1F)F)C(C)O)F)F